[C@@H]12N[C@@H]([C@@H](CC1)C2)C(=O)N (1r,3S,4S)-2-azabicyclo[2.2.1]heptane-3-carboxamide